1,5-bis({3-[bis(2-hydroxyoctyl)amino]propyl}) 3-hydroxy-3-methylpentanedioate trifluoroacetic acid salt FC(C(=O)O)(F)F.OC(CC(=O)OCCCN(CC(CCCCCC)O)CC(CCCCCC)O)(CC(=O)OCCCN(CC(CCCCCC)O)CC(CCCCCC)O)C